C12CC(CC(CC1)N2)N2C1=C(N(C=C2)C)C=C(C=N1)Cl 4-(8-azabicyclo[3.2.1]octan-3-yl)-7-chloro-1-methyl-1,4-dihydropyrido[2,3-b]pyrazine